4,5-difluoro-2-(trifluoromethyl)quinoline FC1=CC(=NC2=CC=CC(=C12)F)C(F)(F)F